2-(((6-chloro-2-(trifluoromethyl)quinolin-4-yl)amino)methyl)-2-phenyl-5,7-diazaspiro[3.4]octane-6,8-dione ClC=1C=C2C(=CC(=NC2=CC1)C(F)(F)F)NCC1(CC2(C1)NC(NC2=O)=O)C2=CC=CC=C2